C(C1=CC=CC=C1)N1C(N(CC2=CC(=CC=C12)[N+](=O)[O-])C)=O 1-benzyl-3-methyl-6-nitro-4H-quinazolin-2-one